COC1=CC(=NC=N1)C=1C=CC(=C(C1)O)C1=CN=C(N=N1)N1C[C@H](N[C@H](C1)C(C)C)C 5-(6-methoxypyrimidin-4-yl)-2-{3-[(3r,5s)-3-methyl-5-(prop-2-yl)piperazin-1-yl]-1,2,4-triazin-6-yl}phenol